BrC1=CC=C(C=C1)N1C=C(C(=C1)C1=CC=C(C=C1)F)[C@H]1OCC(N1CCC1=CC2=CC(N=C2C=C1)=O)=O (2R)-2-(1-(4-bromophenyl)-4-(4-fluorophenyl)-1H-pyrrol-3-yl)-3-(2-(2-oxoindol-5-yl)ethyl)oxazolidin-4-one